(S)-6-((2,4-dimethoxybenzyl)amino)-2-propyl-2,3-dihydro-[1,4]oxaazepino[6,5-c][1,5]naphthyridin-5(1H)-one COC1=C(CNC2=NC=3C=CC=NC3C3=C2C(OC[C@@H](N3)CCC)=O)C=CC(=C1)OC